N-isopropyl-3-methyl-5-oxo-1-phenyl-4,5-dihydro-1H-pyrazole-4-carboxamide C(C)(C)NC(=O)C1C(=NN(C1=O)C1=CC=CC=C1)C